N-(6-((2,5-dichloropyrimidin-4-yl)amino)-2,3-dimethylphenyl)acetamide ClC1=NC=C(C(=N1)NC1=CC=C(C(=C1NC(C)=O)C)C)Cl